CN1N=C(C=C1C(=O)[O-])C 1,3-dimethylpyrazole-5-carboxylate